O=C[C@H](O)[C@H](O)[C@H](O)CO Ribose